ClC1=CC=C(N=N1)N1C[C@@H](O[C@H](C1)C)C (2S,6S)-4-(6-Chloro-pyridazin-3-yl)-2,6-dimethyl-morpholine